1-(5-(5-(difluoromethoxy)-6-methoxypyridin-3-yl)pyrazolo[1,5-A]pyridin-2-yl)-3-((1S,3S)-3-hydroxycyclobutyl)urea FC(OC=1C=C(C=NC1OC)C1=CC=2N(C=C1)N=C(C2)NC(=O)NC2CC(C2)O)F